FC(C1CC(C1)NC(=O)NC(C)C1=CC(=CC=C1)OC(F)(F)F)F 1-(3-Difluoromethyl-cyclobutyl)-3-[1-(3-trifluoromethoxy-phenyl)-ethyl]-urea